[1,1'-Biphenyl]-3-carbonitrile C1(=CC(=CC=C1)C#N)C1=CC=CC=C1